(7s,12br)-7,8,9,10-tetrafluoro-1h,2h,3h,4h,6h,7h,12bh-indolo[2,3-a]quinolizin-4-one F[C@H]1C2=C([C@H]3CCCC(N3C1)=O)NC1=CC(=C(C(=C12)F)F)F